1-[(2R,3S,4R,5R)-5-{[(tert-butyldimethyl-silyl)oxy]methyl}-3-fluoro-4-hydroxyoxolan-2-yl]-3H-pyrimidine-2,4-dione C(C)(C)(C)[Si](OC[C@@H]1[C@H]([C@@H]([C@@H](O1)N1C(NC(C=C1)=O)=O)F)O)(C)C